ON=C(C1(CC(=CC=C1)C)C)Cl N-hydroxy-m-dimethylbenzimidoyl chloride